1,3,3,5,7-Pentamethyloctahydrobenzo[c]isoxazol-hydrochlorid Cl.CN1OC(C2C1C(CC(C2)C)C)(C)C